1-bromo-4-fluorobenzene-1,2,3,4,5,6-13C6 Br[13C]1=[13CH][13CH]=[13C]([13CH]=[13CH]1)F